(E)-1-[4-(1,1-difluoroethyl)-2-nitro-phenyl]-N-[1-(2,2,3,3,3-pentafluoropropyl)-pyrazolo[3,4-c]pyridin-5-yl]methanimine FC(C)(F)C1=CC(=C(C=C1)\C=N\C=1C=C2C(=CN1)N(N=C2)CC(C(F)(F)F)(F)F)[N+](=O)[O-]